C(CC)N(CCN(CCO)CC)CCC 2-((2-(dipropylamino)ethyl)(ethyl)amino)-1-ethanol